C(C)N(S(=O)(=O)NC=1C(=C(C(=O)C2=CNC3=NC=CC=C32)C=CC1)F)C 3-[3-[[ethyl(methyl)sulfamoyl]amino]-2-fluoro-benzoyl]-1H-pyrrolo[2,3-b]pyridine